(2-(3-(1-(4-amino-4-oxobutanoyl)piperidin-4-yl)-5'-fluoro-1'-methyl-1H,1'H-[4,6'-biindazol]-1-yl)acetyl)glycylglycine NC(CCC(=O)N1CCC(CC1)C1=NN(C=2C=CC=C(C12)C1=C(C=C2C=NN(C2=C1)C)F)CC(=O)NCC(=O)NCC(=O)O)=O